FC(C1=NN=C(O1)C1=CN=C(S1)CN(S(=O)(=O)C)C1=NC(=CC=C1)C(F)(F)F)F N-({5-[5-(difluoromethyl)-1,3,4-oxadiazol-2-yl]-1,3-thiazol-2-yl}methyl)-N-[6-(trifluoromethyl)pyridin-2-yl]methanesulfonamide